(1S,2R)-N-t-butyloxycarbonyl-1,2-cyclohexanediamine C(C)(C)(C)OC(=O)N[C@@H]1[C@@H](CCCC1)N